NC1=C(OC2=C(C=C(C=C2C)C(C)(C)C2=CC(=C(C(=C2)C)OC2=C(C=CC=C2)N)C)C)C=CC=C1 2,2-bis[4-(2-aminophenoxy)-3,5-dimethylphenyl]propane